BrC1=CC=C(C=C1)C(C(=O)C1=CC=C(C=C1)Br)=O 1,2-bis(4'-bromophenyl)ethanedione